C(C1=CC=CC=C1)OC=1C(=C(C(=CC1F)[N+](=O)[O-])NC=1C=NC(=NC1)N1CCC(CC1)(C)C)F N-(3-benzyloxy-2,4-difluoro-6-nitro-phenyl)-2-(4,4-dimethyl-1-piperidyl)pyrimidin-5-amine